N-((S)-(4-(tert-butyl)phenyl)((R)-2'-iodo-6,6'-dimethyl-[1,1'-biphenyl]-2-yl)-λ4-sulfaneylidene)benzamide C(C)(C)(C)C1=CC=C(C=C1)[S@](=NC(C1=CC=CC=C1)=O)C1=C(C(=CC=C1)C)C1=C(C=CC=C1C)I